C(C)(=O)NC=1C(=NC(=CC1Br)Cl)C(=O)O 3-acetamido-4-bromo-6-chloropicolinic acid